C(N(C([SH-]CCCCCC)=S)CCCCCC)N(C([SH-]CCCCCC)=S)CCCCCC methylenebis(dihexyldithiocarbamate)